CN(C)CC1=C(C=CC(=N1)NC=1C=NC(=C2C=CNC(C12)=O)C1=C2C(=NC=C1)N(C=C2)C)N2CCC(CC2)O 8-((6-((dimethylamino)methyl)-5-(4-hydroxypiperidin-1-yl)pyridin-2-yl)amino)-5-(1-methyl-1H-pyrrolo[2,3-b]pyridin-4-yl)-2,6-naphthyridin-1(2H)-one